NC[C@@H](CN[C@@H](CN[C@H](CO)C)[C@H](C)O)NC[C@@H](NC[C@@H](N(C[C@@H](CCCCCCCCCCC)C)C)CC(C)C)[C@H](C)CC (3S,6S,9S,12S,15S,18R,19R)-9-(aminomethyl)-12-((R)-sec-butyl)-19-decyl-6-((S)-1-hydroxyethyl)-15-isobutyl-3,16,18-trimethyl-1-oxa-4,7,10,13,16-pentaazanonadecan